Cl.FC(CCN)(F)F 3,3,3-trifluoropropan-1-amine hydrochloride